OC1=C(C(N(C=C1)C)=O)NC(N[C@@H](CC(=O)OCC)C1=CC=C(S1)C1=CSC=C1C)=O Ethyl (S)-3-(3-(4-Hydroxy-1-methyl-2-oxo-1,2-dihydropyridin-3-yl)ureido)-3-(4'-methyl-[2,3'-bithiophen]-5-yl)propanoat